azamethylenebipyridyl N=C1C(=NC=CC1)C1=NC=CC=C1